C=C\C=C\C#CCCCCC (3E)-1,3-undecadien-5-yne